(S)-N-(4-(3-(2,6-dimethylpyridin-4-yl)phenyl)thiazol-2-yl)-1-((S)-1-(methylsulfonyl)pyrrolidine-3-carbonyl)azetidine-2-carboxamide CC1=NC(=CC(=C1)C=1C=C(C=CC1)C=1N=C(SC1)NC(=O)[C@H]1N(CC1)C(=O)[C@@H]1CN(CC1)S(=O)(=O)C)C